2-oxoheptane-1,7-dioic acid O=C(C(=O)O)CCCCC(=O)O